C(CC)C1OC2=CC(=CC=C2C(C1)O)O 2-propyl-4,7-dihydroxychroman